8-bromo-6-chloro-N-methyl-N-[1-(3-pyrimidin-2-ylpyrazin-2-yl)ethyl]quinazolin-4-amine BrC=1C=C(C=C2C(=NC=NC12)N(C(C)C1=NC=CN=C1C1=NC=CC=N1)C)Cl